FC=1C=C(C=CC1)NCC#CC=1N(C=2C=CC=C(C2C1)NC1CCN(CC1)C)CC(F)(F)F 2-{3-[(3-fluorophenyl)amino]prop-1-yn-1-yl}-N-(1-methylpiperidin-4-yl)-1-(2,2,2-trifluoroethyl)-1H-indol-4-amine